N1=CC(=CC=C1)O 3-Pyridinol